N-[tri(hydroxymethyl)methyl]acrylamide OCC(NC(C=C)=O)(CO)CO